NC=1SCC2(N1)C(OCC1=CC=C(C=C12)NC(C1=NC=C(C=C1)C)=O)C N-(2'-amino-3-methyl-5'H-spiro[isochromane-4,4'-thiazol]-6-yl)-5-methyl-picolinamide